CS(=O)(=O)C1=CC=C(C=O)C=C1 (2S,3R)-p-methylsulfonylbenzaldehyde